NC=1C=CC(=NC1)C1N(CC(CC1)C)C(C(=O)NC=1C=C(C(=NC1)NC(OC(C)(C)C)=O)C)=O tert-butyl N-[5-[[2-[2-(5-amino-2-pyridyl)-5-methyl-1-piperidyl]-2-oxo-acetyl]amino]-3-methyl-2-pyridyl]carbamate